ClC1=CC=CC=2OC3=CC(=CC=C3C(C12)NC(=O)C=1C(NC(=CC1CCC)C(F)(F)F)=O)Cl N-(1,6-dichloro-9H-xanthen-9-yl)-2-oxo-4-propyl-6-(trifluoromethyl)-1,2-dihydropyridine-3-carboxamide